2-(3-(2-((S)-2-methylazetidin-1-yl)-6,7-dihydro-5H-cyclopenta[d]pyrimidin-4-yl)phenyl)cyclopropane-1-carboxylic acid C[C@@H]1N(CC1)C=1N=C(C2=C(N1)CCC2)C=2C=C(C=CC2)C2C(C2)C(=O)O